[I-].C(CCC)C1=CC(=[N+](C=C1)C)/C=N/O (E)-4-butyl-2-((hydroxyimino)methyl)-1-methylpyridin-1-ium iodide